CN1N=C2C=CC(=CC2=C1)C1=CC2=C(N=C(S2)C2CCN(CC2)C)C=C1 6-(2-methyl-2H-indazol-5-yl)-2-(1-methylpiperidin-4-yl)-1,3-benzothiazole